ClC1=CC=C(C(=N1)C(=O)OC)N[C@H](C)C=1C=C(C=C2C(N(C(=NC12)C=1C=NC(=CC1C)C)C)=O)C methyl (R)-6-chloro-3-((1-(2-(4,6-dimethylpyridin-3-yl)-3,6-dimethyl-4-oxo-3,4-dihydroquinazolin-8-yl)ethyl)amino)picolinate